N1=NC=C(C=C1)NC(C)=O N-Pyridazin-4-Ylacetamide